Tert-butyl (2-(1H-1,2,3-triazol-1-yl)ethyl)(prop-2-yn-1-yl)aminocarboxylate N1(N=NC=C1)CCN(CC#C)C(=O)OC(C)(C)C